N,N-Bis(2-hydroxyethyl)toluidin OCCN(C=1C(=CC=CC1)C)CCO